4-ethoxypyrrolidine-1,2-dicarboxamide C(C)OC1CC(N(C1)C(=O)N)C(=O)N